N-butyl-N-ethyl-2,5,6-trimethyl-7-(2,4,6-trimethylphenyl)-7H-pyrrolo[2,3-d]Pyrimidine-4-amine hydrochloride Cl.C(CCC)N(C=1C2=C(N=C(N1)C)N(C(=C2C)C)C2=C(C=C(C=C2C)C)C)CC